(S,2R)-N'-((8-fluoro-1,2,3,5,6,7-hexahydro-s-indacen-4-yl)carbamoyl)-2-methyl-2,3-dihydropyrazolo[5,1-b]oxazole-7-sulfonimidamide FC=1C=2CCCC2C(=C2CCCC12)NC(=O)N=[S@@](=O)(N)C=1C=NN2C1O[C@@H](C2)C